N1CCC(CC1)C1=C(C=CC=C1)B(O)O 4-piperidylphenylboronic acid